C(C)(=O)ON1C([C@@H](CCC[C@@H]1C1=CC=CC=C1)NC(=O)N1CCC(CC1)N1C(NC2=CC=CC=C2C1)=O)=O (3R,7R)-2-oxo-3-({[4-(2-oxo-1,4-dihydroquinazolin-3(2H)-yl)piperidin-1-yl]carbonyl}amino)-7-phenylazepan-1-yl acetate